(1s,4s)-4-(8-(2,6-dichloro-4-cyanophenylamino)-2-(3-(methylsulfonyl)cyclobutylamino)-9H-purin-9-yl)cyclohexanecarboxamide ClC1=C(C(=CC(=C1)C#N)Cl)NC=1N(C2=NC(=NC=C2N1)NC1CC(C1)S(=O)(=O)C)C1CCC(CC1)C(=O)N